2-{4-[(oxazole-2-carbonyl)-amino]-phenyl}-1H-benzimidazole-5-carboxylic acid phenylamide C1(=CC=CC=C1)NC(=O)C1=CC2=C(NC(=N2)C2=CC=C(C=C2)NC(=O)C=2OC=CN2)C=C1